C(C)(C)(C)OC(=O)N1CC(C(C(C1)Br)=O)(C)C 5-bromo-3,3-dimethyl-4-oxopiperidine-1-carboxylic acid tert-butyl ester